(2S)-5,5-dimethyl-2-{[(5,6,7,8-tetrahydronaphthalen-1-yl)methyl]amino}hexanoic acid CC(CC[C@@H](C(=O)O)NCC1=CC=CC=2CCCCC12)(C)C